ClC=1C=C(C=CC1C(=O)N1CCN(CC1)C(=O)C1CCNCC1)NC(=O)C=1N(C(=CN1)C1=CC2=C(OCCO2)C=C1)C N-[3-chloro-4-[4-(piperidine-4-carbonyl)piperazine-1-carbonyl]phenyl]-5-(2,3-dihydro-1,4-benzodioxin-6-yl)-1-methyl-imidazole-2-carboxamide